4-{[3-(2-aminobenzo[d]thiazol-6-yl)-5-phenyl-1H-pyrazol-1-yl]methyl}-N-hydroxybenzoamide NC=1SC2=C(N1)C=CC(=C2)C2=NN(C(=C2)C2=CC=CC=C2)CC2=CC=C(C(=O)NO)C=C2